C(C)(CC)N1N=CC=2N=C(N=C(C21)N[C@H](C)C=2C=NC1=CC=CC=C1C2)C=2C=NN(C2)CCO[Si](C)(C)C(C)(C)C (1-sec-butyl-5-{1-[2-(tert-butyl-dimethyl-siloxy)-ethyl]-1H-pyrazol-4-yl}-1H-pyrazolo[4,3-d]pyrimidin-7-yl)-((R)-1-quinolin-3-yl-ethyl)-amine